FC1=C(C=CC=C1F)CC1CCN(CC1)C(=O)C=1C=CC2=C(NC(CO2)=O)C1 6-[4-[(2,3-difluorophenyl)methyl]piperidine-1-carbonyl]-4H-1,4-benzoxazin-3-one